(3R,4R)-4-((4-(4-fluoro-2-((R)-1-hydroxyethyl)-1-isopropyl-1H-benzo[d]imidazol-6-yl)-1,3,5-triazin-2-yl)amino)-1-(methylsulfonyl)piperidin-3-ol FC1=CC(=CC=2N(C(=NC21)[C@@H](C)O)C(C)C)C2=NC(=NC=N2)N[C@H]2[C@@H](CN(CC2)S(=O)(=O)C)O